NC=1C2=C(N=CN1)N(C=C2C2=CC(=C(C=C2)NC(=O)NC2=CC(=C(C=C2)CN2CCN(CC2)C)C(F)(F)F)F)C2CN(CC2)C 1-(4-(4-amino-7-(1-methylpyrrolidin-3-yl)-7H-pyrrolo[2,3-d]pyrimidin-5-yl)-2-fluorophenyl)-3-(4-((4-methylpiperazin-1-yl)methyl)-3-(trifluoromethyl)phenyl)urea